2-(((3R,5R)-1-(5-amino-1,6-dimethyl-1H-benzo[d]imidazol-2-yl)-5-fluoropiperidin-3-yl)amino)-4-(dimethylamino)pyrimidine-5-carbonitrile NC1=CC2=C(N(C(=N2)N2C[C@@H](C[C@H](C2)F)NC2=NC=C(C(=N2)N(C)C)C#N)C)C=C1C